3-bromo-N'-hydroxy-2-methyl-6-methylthiobenzamidine BrC=1C(=C(C(=NO)N)C(=CC1)SC)C